7-(3-((3-fluorophenyl)amino)-7,8-dihydro-1,6-naphthyridin-6(5H)-yl)-8-methyl-4H-pyrimido[1,2-b]pyridazin-4-one FC=1C=C(C=CC1)NC=1C=NC=2CCN(CC2C1)C=1C(=CC=2N(N1)C(C=CN2)=O)C